C1(CC1)C1=CC(=NC=C1)NCC1=CC(=C(C(=C1)O)N1CC(NS1(=O)=O)=O)F 5-[4-[[(4-cyclopropyl-2-pyridinyl)amino]methyl]-2-fluoro-6-hydroxy-phenyl]-1,1-dioxo-1,2,5-thiadiazolidin-3-one